(4-(4-(6-(2-aminopyridin-4-yl)quinazolin-4-yl)-2-fluorophenyl)piperazin-1-yl)(cyclopropyl)methanone NC1=NC=CC(=C1)C=1C=C2C(=NC=NC2=CC1)C1=CC(=C(C=C1)N1CCN(CC1)C(=O)C1CC1)F